C[C@@H]1CC[C@H](NC1)C=1C=C2CCC(NC2=CC1)=O 6-[(2S,5R)-5-methyl-2-piperidyl]-3,4-dihydro-1H-quinolin-2-one